3-(4-methoxyphenyl)-4-oxo-4H-chromen-7-yl propionate C(CC)(=O)OC1=CC=C2C(C(=COC2=C1)C1=CC=C(C=C1)OC)=O